1-(3-((benzyloxy)methyl)phenyl)-7-chloro-4-(methylamino)quinazolin-2(1H)-one C(C1=CC=CC=C1)OCC=1C=C(C=CC1)N1C(N=C(C2=CC=C(C=C12)Cl)NC)=O